BrC1=CC(=C(N)C=C1C)F 4-bromo-2-fluoro-5-methyl-aniline